OC1=C(C(=O)NC=2C=C(C=CC2)CC(=O)O)C=C(C=C1S(=O)(=O)O)O (3-(2,5-dihydroxy-3-sulfobenzamido)phenyl)acetic acid